CSC1=CC=C(C=C1)C1CCN(CC1)C(=O)C1CC2(C1)NC(OC2)=O (2s,4s)-2-(4-(4-(methylthio)phenyl)piperidine-1-carbonyl)-7-oxa-5-azaspiro[3.4]octan-6-one